FC=1C=C2CN(CC2=CC1)C(CSC=1SC=CN1)=O 1-(5-fluoro-1,3-dihydro-2H-isoindol-2-yl)-2-(1,3-thiazol-2-ylsulfanyl)ethanone